CC1=CC=CC(=N1)C=1N=C2N(CCN2)C1C1=C(C(=O)O)C=C(C=C1)SC 2-(6-(6-methylpyridin-2-yl)-2,3-dihydro-1H-imidazo[1,2-a]imidazol-5-yl)-5-(methylthio)benzoic acid